C([C@@H]1[C@@H]([C@@H]([C@H]([C@@H](O1)O)O)O[C@@H]2[C@@H]([C@H]([C@@H]([C@H](O2)CO)O)O)O)O)O The molecule is a disaccharide that is beta-D-galactopyranose in which the hydroxy group at position 3 has been has been converted into the corresponding alpha-D-glucopyranoside. It is an alpha-D-glucoside, an alpha-D-Glcp-(1->3)-D-Galp and a glycosylgalactose. It derives from a beta-D-galactose.